(4-methoxy-phenyl)dimethyl-silicon COC1=CC=C(C=C1)[Si](C)C